C(C)(=O)NC1=CC=C(C=C1)S(=O)(=O)NC1=C(N=CS1)C(=O)O 5-[(4-acetylaminophenyl)sulfonylamino]-1,3-thiazole-4-carboxylic acid